7-bromo-2-chloro-N-cyclopentyl-N-[(4-methoxyphenyl)methyl]pyrido[3,2-d]pyrimidin-4-amine BrC1=CC=2N=C(N=C(C2N=C1)N(CC1=CC=C(C=C1)OC)C1CCCC1)Cl